COC1=CC=C(CN2S(C(OC3=C2C=CC=C3)CCCO)(=O)=O)C=C1 3-[1-(4-Methoxybenzyl)-2,2-dioxido-1H-4,2,1-benzoxathiazin-3-yl]propan-1-ol